3,3a,4,5,6,7-Hexahydro-1H-isochromeno[4,5-cd]azepine C1OCC2CNCCC3=C2C1=CC=C3